8-(difluoromethoxy)-6-[6-[1-[(2S)-2-hydroxypropyl]pyrazol-4-yl]-4-methoxy-2-methyl-indazol-3-yl]-4-methyl-3,4-dihydro-2H-isoquinolin-1-one FC(OC=1C=C(C=C2C(CNC(C12)=O)C)C=1N(N=C2C=C(C=C(C12)OC)C=1C=NN(C1)C[C@H](C)O)C)F